FC1=C(C=CC(=C1F)OC)C1=CN=C2N1C=CN=C2NC2=CC(=C(C(=O)N1CCN(CC1)C(=O)[C@H]1NC[C@@H]([C@@H]1O)O)C=C2)C (4-(4-((3-(2,3-difluoro-4-methoxy-phenyl)imidazo[1,2-a]pyrazin-8-yl)amino)-2-methylbenzoyl)piperazin-1-yl)((2S,3R,4S)-3,4-dihydroxypyrrolidin-2-yl)methanone